N[C@@H](C)C1=NC(=NN1C1=NC=C(C#N)C=C1)OC 6-{5-[(1S)-1-Aminoethyl]-3-methoxy-1H-1,2,4-triazol-1-yl}nicotinonitrile